2-(4-(4-((6-(3-(2,6-dichloro-3,5-dimethoxyphenyl)-1-methylureido)pyrimidin-4-yl)amino)phenyl)piperazin-1-yl)acetic acid ClC1=C(C(=C(C=C1OC)OC)Cl)NC(N(C)C1=CC(=NC=N1)NC1=CC=C(C=C1)N1CCN(CC1)CC(=O)O)=O